2-Cyclopropyl-N-(1,1-dioxo-2,3-dihydrothiophen-3-yl)-4-phenoxypyrimidine-5-carboxamide C1(CC1)C1=NC=C(C(=N1)OC1=CC=CC=C1)C(=O)NC1CS(C=C1)(=O)=O